NC1=NC=CC=C1C1=NC=2C(=NC(=CC2)N2N=CC=C2)N1C=1C=C2CC[C@@H](C2=CC1)NC(C1=CC(=C(C=C1)O)C=O)=O (S)-N-(5-(2-(2-aminopyridin-3-yl)-5-(1H-pyrazol-1-yl)-3H-imidazo[4,5-b]pyridin-3-yl)-2,3-dihydro-1H-inden-1-yl)-3-formyl-4-hydroxybenzamide